tert-butyl ((S)-6-(4-((1-(tert-butyl)-3-((1S,3R)-3-((tert-butyldimethylsilyl)oxy)cyclopentyl)-1H-pyrazol-5-yl)amino)pyridin-2-yl)hexan-2-yl)carbamate C(C)(C)(C)N1N=C(C=C1NC1=CC(=NC=C1)CCCC[C@H](C)NC(OC(C)(C)C)=O)[C@@H]1C[C@@H](CC1)O[Si](C)(C)C(C)(C)C